6-[[(3R)-1-Acetyl-3-piperidyl]amino]-3-(4-hydroxyindan-5-yl)-4-methyl-1,2,4-triazin-5-one C(C)(=O)N1C[C@@H](CCC1)NC=1C(N(C(=NN1)C=1C(=C2CCCC2=CC1)O)C)=O